(1-aminomethyl-3,4-dimethylcyclopentyl)acetic acid NCC1(CC(C(C1)C)C)CC(=O)O